N1(CCCCC1)C1=CC=C(S1)C=C1N=COC1=O 4-((5-(piperidin-1-yl)thiophen-2-yl)methylene)oxaZol-5(4H)-one